N-(butylsulfonyl)-L-aspartate C(CCC)S(=O)(=O)N[C@@H](CC(=O)[O-])C(=O)[O-]